tert-butyl (7-(3-((3,3-difluoro-4-(4-fluorophenyl)-4-hydroxypentyl)oxy)-2-fluoro-4-methylphenyl)-[1,2,4]triazolo[1,5-a]pyridin-2-yl)carbamate FC(CCOC=1C(=C(C=CC1C)C1=CC=2N(C=C1)N=C(N2)NC(OC(C)(C)C)=O)F)(C(C)(O)C2=CC=C(C=C2)F)F